C(#N)C1=C(C=CC=C1)[C@H](CC)C=1C=NN(C1)CCCOC (1S,2S)-1-(2-cyanophenyl)-1-(1-(3-methoxypropyl)-1H-pyrazol-4-yl)propan